N1=C(C=CC=C1)CCN1CC2(C(C1)C(=O)OC)CCN(CC2)C(=O)OC(C)(C)C 8-(tert-butyl) 4-methyl 2-(2-(pyridin-2-yl)ethyl)-2,8-diazaspiro[4.5]decane-4,8-dicarboxylate